N,N-Dimethylpropylamine CN(C)CCC